BrC=1C(=NC(=NC1)Cl)NC1=CC=C2C=CC=NC2=C1P(C)(C)=O (7-((5-bromo-2-chloropyrimidin-4-yl)amino)quinolin-8-yl)dimethylphosphine oxide